N-methyl-4-nonadecyl-N-octadecylanilinium [tetrakis(heptafluoronaphthalenyl)borate] FC=1C(=C(C(=C2C(=C(C(=C(C12)[B-](C1=C(C(=C(C2=C(C(=C(C(=C12)F)F)F)F)F)F)F)(C1=C(C(=C(C2=C(C(=C(C(=C12)F)F)F)F)F)F)F)C1=C(C(=C(C2=C(C(=C(C(=C12)F)F)F)F)F)F)F)F)F)F)F)F)F.C[NH+](C1=CC=C(C=C1)CCCCCCCCCCCCCCCCCCC)CCCCCCCCCCCCCCCCCC